OC1=CC=C(C=C1)C1N(CC(CC1)C)C(C(=O)OCC(F)(F)F)=O 2,2,2-trifluoroethyl 2-(2-(4-hydroxyphenyl)-5-methylpiperidin-1-yl)-2-oxoacetate